diethanolamine styryl-borate lanthanum iron carbonate C([O-])([O-])=O.[Fe+2].[La+3].C(=CC1=CC=CC=C1)OB([O-])[O-].N(CCO)CCO